N-[1-[2-[[1-(2-hydroxyethyl)pyrazol-4-yl]amino]-5-methyl-pyrimidin-4-yl]-3-methyl-pyrrolo[2,3-b]pyridin-5-yl]prop-2-enamide OCCN1N=CC(=C1)NC1=NC=C(C(=N1)N1C=C(C=2C1=NC=C(C2)NC(C=C)=O)C)C